(S)-N-(5-(cyclopentyloxy)pyridin-2-yl)-2-(3,3-dimethylpiperazin-1-yl)propanamide C1(CCCC1)OC=1C=CC(=NC1)NC([C@H](C)N1CC(NCC1)(C)C)=O